C1(=CC=CC=C1)[C@@H](C)OC=1C(=NC=CC1)N |r| (rac)-3-(1-phenylethoxy)pyridin-2-amine